7-bromo-9-(2,4-difluorophenyl)-2-methyl-4H-pyrazino[1,2-a]pyrimidin-4-one BrC=1N=C(C=2N(C(C=C(N2)C)=O)C1)C1=C(C=C(C=C1)F)F